(4-bromo-2-fluorophenyl)-4-methyl-1H-pyrazole-5-carboxamide BrC1=CC(=C(C=C1)N1N=CC(=C1C(=O)N)C)F